N-(2-cyclopentyl-4-(2,5-difluorophenyl)pyridin-3-yl)-2-isopropylpyrimidine-5-carboxamide C1(CCCC1)C1=NC=CC(=C1NC(=O)C=1C=NC(=NC1)C(C)C)C1=C(C=CC(=C1)F)F